3-cyclohexyl-3-(4-(4,4,5,5-tetramethyl-1,3,2-dioxaborolan-2-yl)phenyl)-7-(trifluoromethyl)indolin-2-one C1(CCCCC1)C1(C(NC2=C(C=CC=C12)C(F)(F)F)=O)C1=CC=C(C=C1)B1OC(C(O1)(C)C)(C)C